O=C(/C=C/C#N)N1CCN(CC1)C1=NC=CN=C1NC=1C=NC(=CC1)C(F)(F)F (E)-4-oxo-4-(4-(3-((6-(trifluoromethyl)pyridin-3-yl)amino)pyrazin-2-yl)piperazin-1-yl)but-2-enenitrile